N1C=C(C2=CC=CC=C12)NC1=NC(=NC=C1C(F)(F)F)N[C@@H]1CNCCC1 (S)-N4-(1H-indol-3-yl)-N2-(piperidin-3-yl)-5-(trifluoromethyl)pyrimidine-2,4-diamine